FC(C(=O)O)(F)F.NC1=CC=C(C(=N1)C)CNC(=O)[C@@H]1CCC=2N1C(C(=NC2)NCC=2C=NN(C2)C2=CC=CC=C2)=O (S)-N-((6-amino-2-methylpyridin-3-yl)methyl)-4-oxo-3-(((1-phenyl-1h-pyrazol-4-yl)methyl)amino)-4,6,7,8-tetrahydropyrrolo[1,2-a]pyrazine-6-carboxamide trifluoroacetate